ClC=1C(=C2C=NNC2=CC1F)C(C)N1CCCC2=C1N=C(N=C2N2CCN(CC2)C(C=C)=O)OC2=C1CCN(CC1=CC=C2)C 1-(4-(8-(1-(5-chloro-6-fluoro-1H-indazol-4-yl)ethyl)-2-((2-methyl-1,2,3,4-tetrahydroisoquinolin-5-yl)oxy)-5,6,7,8-tetrahydropyrido[2,3-d]pyrimidin-4-yl)piperazin-1-yl)prop-2-en-1-one